C(C)(C)(C)OC(=O)N1CCCC(=C1)C1=NC(=C(C=C1)C(N)=O)C1=CC=C(C=C1)OC1=CC=CC=C1 tert-butyl-5-(5-carbamoyl-6-(4-phenoxyphenyl)pyridin-2-yl)-3,4-dihydropyridine-1(2H)-carboxylate